C(C1=CC=CC=C1)OC(=O)N[C@@H]1CC(CN(C1)C(=O)OC(C)(C)C)(F)F 1-Tert-butyl (5R)-5-(benzyloxycarbonylamino)-3,3-difluoro-piperidine-1-carboxylate